OCC=1C(=CC2=C(N=C(O2)C=2C(=C(C=CC2)C2=CC=CC=C2)C)C1)O 5-(hydroxymethyl)-2-(2-methylbiphenyl-3-yl)-1,3-benzooxazol-6-ol